4-(2-chloro-4-(4-methylbenzoyl)phenylthio)phenylbis(4-fluorophenyl)sulfonium hexafluoroantimonate F[Sb-](F)(F)(F)(F)F.ClC1=C(C=CC(=C1)C(C1=CC=C(C=C1)C)=O)SC1=CC=C(C=C1)[S+](C1=CC=C(C=C1)F)C1=CC=C(C=C1)F